(3-Fluoro-benzyl)-(5-phenyl-2-pyridin-2-yl-thieno[2,3-d]pyrimidin-4-yl)-amine FC=1C=C(CNC=2C3=C(N=C(N2)C2=NC=CC=C2)SC=C3C3=CC=CC=C3)C=CC1